NC1=C(C2=C(S1)C(C(CC2)(C2=CC=CC=C2)C#N)=O)C(=O)O 2-amino-6-cyano-7-oxo-6-phenyl-4,5,6,7-tetrahydrobenzo[b]thiophene-3-carboxylic acid